benzyl (6R)-6-{[7-chloro-2-(1-ethyl-3-methyl-1H-pyrazol-4-yl)[1,2,4]triazolo[1,5-c]quinazolin-5-yl] amino}-5-oxo-1,4-diazepane-1-carboxylate ClC1=CC=CC=2C=3N(C(=NC12)N[C@H]1C(NCCN(C1)C(=O)OCC1=CC=CC=C1)=O)N=C(N3)C=3C(=NN(C3)CC)C